COC(=O)C=1C(=NC(=CC1)C1=CC=CC=2CN(COC21)C(C2=C(C=C(C=C2Cl)N2CCC(CC2)N2CCOCC2)Cl)=O)N2CCCCC2 6-[3-[2,6-Dichloro-4-(4-morpholin-4-ylpiperidin-1-yl)benzoyl]-2,4-dihydro-1,3-benzoxazin-8-yl]-2-piperidin-1-ylpyridine-3-carboxylic acid methyl ester